NC1=NN2C(C=C(C=C2)C=2C(=C(C(=O)NCC[C@H](O)C3=CC=C(C=C3)Cl)C(=CC2F)C)F)=N1 (S)-3-(2-amino-[1,2,4]triazolo[1,5-a]pyridin-7-yl)-N-(3-(4-chlorophenyl)-3-hydroxypropyl)-2,4-difluoro-6-methylbenzamide